FC1=C(C#N)C(=C(C(=C1C)F)C)F 2,4,6-trifluoro-3,5-dimethylbenzonitrile